C(C1=CC=CC=C1)OC=1C=C(C=CC1OC)C=1SC2=C(N1)C=CC=C2 2-(3-(Benzyloxy)-4-methoxyphenyl)benzo[d]thiazole